C1(=CC(=CC(=C1)C#N)C#N)C1=CC=CC=C1 [1,1'-biphenyl]-3,5-dicarbonitrile